3-(1H-benzo[d]imidazole-5-yl)-4-(4-(3,3-difluoropropoxy)-2,3-difluorophenyl)oxazolidin-2-one N1C=NC2=C1C=CC(=C2)N2C(OCC2C2=C(C(=C(C=C2)OCCC(F)F)F)F)=O